N[C@@H]1[C@H]([C@@H](C=C(C1)C(=O)OCC)OC(CC)CC)NC(C)=O ethyl (3R,4R,5S)-5-amino-4-acetamido-3-(pentan-3-yloxy)-cyclohex-1-ene-1-carboxylate